3-Bromoquinoline-6-ylacetate BrC=1C=NC2=CC=C(C=C2C1)CC(=O)[O-]